(R)-2-(8-chloro-3,4-dihydrobenzo[4,5]imidazo[1,2-a]pyrazin-2(1H)-yl)-4-((1-(hydroxymethyl)cyclobutyl)amino)-6,7-dihydrothieno[3,2-d]pyrimidine 5-oxide ClC=1C=CC2=C(N=C3N2CCN(C3)C=3N=C(C2=C(N3)CC[S@]2=O)NC2(CCC2)CO)C1